C(C)(C)(C)OC(CNC([C@@H]([C@@H](CC)C)NC(NC1=CC=C(C=C1)Br)=O)=O)=O.BrC1=CC=C(C=C1)NC(=O)N[C@@H](C(=O)NCC(=O)O)[C@@H](CC)C {[(2R,3R)-2-{[(4-bromophenyl)carbamoyl]amino}-3-methylpentanoyl]amino}acetic acid tert-butyl{[(2R,3R)-2-{[(4-bromophenyl)carbamoyl]amino}-3-methylpentanoyl]amino}acetate